5-(4-bromophenyl)-7-(6-(((tert-butyldiphenylsilyl)oxy)methyl)tetrahydro-2H-pyran-3-yl)-5H-pyrrolo[3,2-d]pyrimidin-4-amine BrC1=CC=C(C=C1)N1C=C(C=2N=CN=C(C21)N)C2COC(CC2)CO[Si](C2=CC=CC=C2)(C2=CC=CC=C2)C(C)(C)C